9-((2-butyloctyl)sulfinyl)nonanal C(CCC)C(CS(=O)CCCCCCCCC=O)CCCCCC